quinazolin-4(3H)-one trifluoroacetic acid salt FC(C(=O)O)(F)F.N1=CNC(C2=CC=CC=C12)=O